ClC=1C=CC(=C(C1)[C@@H]1[C@H](C1)C(=O)NC1=NC=NC(=C1)NCC=1N=C2N(C=C(C=C2)C2CC2)C1)OCCOC |r| rac-(1S*,2S*)-2-(5-chloro-2-(2-methoxyethoxy)phenyl)-N-(6-(((6-cyclopropylimidazo[1,2-a]pyridin-2-yl)methyl)amino)pyrimidin-4-yl)cyclopropane-1-carboxamide